(E)-methoxy-4-(3-(4-phenylbut-2-yloxy)prop-1-enyl)benzene COC1=CC=C(C=C1)\C=C\COC(C)CCC1=CC=CC=C1